methyl-(4-hydroxypyrrolidine) CN1CCC(C1)O